OCCC(=O)N1CC(NC2=C(C1)C=CC=C2)=O 4-(3-hydroxypropanoyl)-4,5-dihydro-1H-benzo[e][1,4]diazepin-2(3H)-one